BrC=1C(=C2N(C=CN=C2NCC2=CC=C(C=C2)OC)C1C)C1=CC=C(C=C1)OC 7-bromo-N-(4-methoxybenzyl)-8-(4-methoxyphenyl)-6-methylpyrrolo[1,2-a]pyrazin-1-amine